P(=O)(O)(O)O.C(C=1C(O)=CC=CC1)(=O)O salicylic acid phosphate